FC(C=1C=C(CC2=CC(=NC=C2)N2N=C3C(C(NCC3)=O)=C2)C=CC1)(F)F 2-(4-(3-(trifluoromethyl)benzyl)pyridin-2-yl)-2,5,6,7-tetrahydro-4H-pyrazolo[4,3-c]pyridin-4-one